C(C1=CC=CC=C1)OC=1C(C(=CN2C1C(N1[C@H](C(C=C[C@H]2C1)=O)C)=O)C(=O)NCC1=C(C=C(C=C1F)F)F)=O (3S,7S)-12-(benzyloxy)-3-methyl-1,4,11-trioxo-N-(2,4,6-trifluorobenzyl)-1,4,7,11-tetrahydro-3H-2,7-methanopyrido[1,2-a][1,4]diazonine-10-carboxamide